C1(=CC=CC=C1)NC1=CC2=CC=CC=C2C=C1 Phenyl-beta-naphthylamin